O=C1NC(CCC1N1C(C2=CC(=C(C=C2C1=O)F)C1CCN(CC1)CC1CCN(CC1)CCOC1=CC=C(C=C1)C(=C(CC)C1=CC=CC=C1)C1=CC=C(C=C1)O)=O)=O 2-(2,6-dioxopiperidin-3-yl)-5-fluoro-6-(1-((1-(2-(4-(1-(4-hydroxyphenyl)-2-Phenylbut-1-en-1-yl)phenoxy)ethyl)piperidin-4-yl)methyl)piperidin-4-yl)isoindoline-1,3-dione